FC(C1=C(C=CC(=C1)C#N)C1=CC=C(S1)C=O)(F)F 5-(2-trifluoromethyl-4-cyanophenyl)-thiophene-2-carbaldehyde